tertbutyl 3-formylmorpholine-4-carboxylate C(=O)C1N(CCOC1)C(=O)OC(C)(C)C